NC1(CC1)C(=O)N1C(C=2N(CC1)C(=C(N2)C2=CC(=C(C(=C2)F)F)F)NC2=NC=C(C=C2)F)(C)C (1-aminocyclopropyl)(3-((5-fluoropyridin-2-yl)amino)-8,8-dimethyl-2-(3,4,5-trifluorophenyl)-5,6-dihydroimidazo[1,2-a]pyrazin-7(8H)-yl)methanone